4,4,4-trifluoro-1-(2-naphthyl)-1,3-butanediol bis(diphenylphosphonite) C1(=CC=CC=C1)P(O)(O)C1=CC=CC=C1.C1(=CC=CC=C1)P(O)(O)C1=CC=CC=C1.FC(C(CC(O)C1=CC2=CC=CC=C2C=C1)O)(F)F